2,4-dichloro-N-(4-(N-(3-chloro-2-methylphenyl)sulfamoyl)phenyl)benzenesulfonamide ClC1=C(C=CC(=C1)Cl)S(=O)(=O)NC1=CC=C(C=C1)S(NC1=C(C(=CC=C1)Cl)C)(=O)=O